[(6S)-2-acetoxy-6-[[benzyl(benzyloxycarbonyl)amino]methyl]tetrahydropyran-3-yl]acetate C(C)(=O)OC1O[C@@H](CCC1CC(=O)[O-])CN(C(=O)OCC1=CC=CC=C1)CC1=CC=CC=C1